COC1=CC2=C(N=C(O2)S)C=C1 6-methoxybenzo[d]oxazol-2-thiol